tert-butyl (R)-4-methyl-1,2,3-oxathiazoline-3-carboxylate 2,2-dioxide CC=1N(S(OC1)(=O)=O)C(=O)OC(C)(C)C